BrC=1C=C(OC1Br)C(=O)O 4,5-dibromofuroic acid